tert-Butyl N-[[3-(2-chloro-6-methyl-4-pyridyl)-2-(3-cyanophenyl)pyrazolo[1,5-a]pyrimidin-5-yl]methyl]carbamate ClC1=NC(=CC(=C1)C=1C(=NN2C1N=C(C=C2)CNC(OC(C)(C)C)=O)C2=CC(=CC=C2)C#N)C